NC1=C(C=C(C=N1)NC(C(=O)N1[C@@H](CC[C@H](C1)C)C=1C=NC(=CC1)N)=O)C |o1:12,15| rel-N-(6-Amino-5-methyl-3-pyridyl)-2-[(2S,5R)-2-(6-amino-3-pyridyl)-5-methyl-1-piperidyl]-2-oxo-acetamide